(2R,3R,4S,5R)-2-(6-(benzylamino)-2-chloro-9H-purin-9-yl)-5-(hydroxymethyl)-tetrahydrofuran C(C1=CC=CC=C1)NC1=C2N=CN(C2=NC(=N1)Cl)[C@@H]1O[C@H](CC1)CO